COC1=CC=C(CN2CC(C=C(C2)C=2C(=C3COC(C3=CC2)=O)C)=O)C=C1 1-(4-methoxybenzyl)-5-(4-methyl-1-oxo-1,3-dihydroisobenzofuran-5-yl)-1,6-dihydropyridin-3(2H)-one